(1S,3S)-3-((6-(5-((((benzyloxy)carbonyl)amino)methyl)-1-methyl-1H-1,2,3-triazol-4-yl)-2-(trifluoro-methyl)pyridin-3-yl)oxy)cyclohexane-1-carboxylic acid C(C1=CC=CC=C1)OC(=O)NCC1=C(N=NN1C)C1=CC=C(C(=N1)C(F)(F)F)O[C@@H]1C[C@H](CCC1)C(=O)O